N=1N=CC=2C1NC1=CC=C(CC21)C(=O)O 8H-pyrazolo[3,4-b]Indole-5-Formic acid